4-[2-(1-ethyl-3-hydroxy-4-methyl-1H-pyrrol-2-yl)-1,3-thiazol-4-yl]-1-methyl-1H-pyrazolo[4,3-c]pyridine-6-carboxamide C(C)N1C(=C(C(=C1)C)O)C=1SC=C(N1)C1=NC(=CC2=C1C=NN2C)C(=O)N